C(NC(=O)C=1N=NC=CC1NC1=C(C=C2C(=N1)NN=C2)S(=O)(=O)C)([2H])([2H])[2H] N-(methyl-d3)-4-((5-(methylsulfonyl)-1H-pyrazolo[3,4-b]pyridin-6-yl)amino)pyridazine-3-carboxamide